BrC=1C=C(C=CC1Cl)NC=1C2=C(N=CN1)C=NC(=C2)NCC2=CC=C(C=C2)OC N4-(3-Bromo-4-chlorophenyl)-N6-(4-methoxybenzyl)pyrido[3,4-d]pyrimidine-4,6-diamine